CN([C@@H]1[C@H](CCCC1)N(C)C)C (1S,2S)-N1,N1,N2,N2-tetramethylcyclohexane-1,2-diamine